ClC=1C(=NC(=NC1)NC1CCOCC1)C1=CC=C2CN(C(C2=C1)=O)CC(=O)N[C@H](CO)C=1C=NC(=CC1)C1CC1 2-(6-{5-chloro-2-[(oxan-4-yl)amino]pyrimidin-4-yl}-1-oxo-2,3-dihydro-1H-isoindol-2-yl)-N-[(1S)-1-(6-cyclopropylpyridin-3-yl)-2-hydroxyethyl]acetamide